C(C)(C)C1=C(C=CC=C1)N1/C(/SC(=CC1=O)C1=CC=CC=C1)=N/C(C1=CC=CC=C1)=O (Z)-N-(3-(2-isopropylphenyl)-4-keto-6-phenyl-3,4-dihydro-2H-1,3-thiazin-2-ylidene)benzamide